1,6-dimethyl-2',4',6'-triisopropyl-1,1'-biphenyl CC1(CC=CC=C1C)C1=C(C=C(C=C1C(C)C)C(C)C)C(C)C